N(=[N+]=[N-])CCOCCOCCOCCOCCC(=O)N[C@@]12C\C(=C\[C@@H](CC=3NC(C=CC31)=O)C2=CC)\C 1-azido-N-((5R,9R,E)-11-ethylidene-7-methyl-2-oxo-2,6,9,10-tetrahydro-5,9-methanocycloocta[b]pyridin-5(1H)-yl)-3,6,9,12-tetraoxapentadecan-15-amide